OC[C@@H]1CN(C[C@H]1NC1=C2C=CC=NC2=C(C=N1)C1=CC=C(C=C1)C(F)(F)F)C(C=C)=O 1-((3R,4S)-3-(hydroxymethyl)-4-((8-(4-(trifluoromethyl)phenyl)-1,6-naphthyridin-5-yl)amino)pyrrolidin-1-yl)prop-2-en-1-one